S1C2=C(C=C1)CC1=CC3=C(CC4=C3SC=C4)C=C12 4,9-Dihydro-s-indaceno[1,2-b:5,6-b']-dithiophene